ClC1=C2C(N(C(NC2=C(C=C1)S(=O)(=O)C1=CC(=C2C=CN(C2=C1)CC[C@@H]1[C@H](C1)F)F)=O)O)=O 5-chloro-8-((4-fluoro-1-(2-((1S,2S)-2-fluorocyclopropyl)ethyl)-1H-indol-6-yl)sulfonyl)-3-hydroxyquinazoline-2,4(1H,3H)-dione